9,9''-(5-(4,6-diphenylpyrimidin-2-yl)-1,3-phenylene)bis(9H-3,9'-bicarbazole) C1(=CC=CC=C1)C1=NC(=NC(=C1)C1=CC=CC=C1)C=1C=C(C=C(C1)N1C2=CC=CC=C2C=2C=C(C=CC12)N1C2=CC=CC=C2C=2C=CC=CC12)N1C2=CC=CC=C2C=2C=C(C=CC12)N1C2=CC=CC=C2C=2C=CC=CC12